6-[2-(6-Methoxy-quinolin-5-yl)-ethylamino]-pyrimidin COC=1C(=C2C=CC=NC2=CC1)CCNC1=CC=NC=N1